4-(3-Hydroxy-6-naphthalen-2-ylmethyl-pyridin-2-yl)-4-oxo-butyric acid ethyl ester C(C)OC(CCC(=O)C1=NC(=CC=C1O)CC1=CC2=CC=CC=C2C=C1)=O